2-(4,4-dimethylpiperidin-1-yl)-6-methyl-8-(1-((1-methyl-1H-pyrazol-5-yl)amino)ethyl)-4H-chromen-4-one CC1(CCN(CC1)C=1OC2=C(C=C(C=C2C(C1)=O)C)C(C)NC1=CC=NN1C)C